C1(=CC=CC=C1)C1=C(C2=C(OC3=C2C=CC=C3)C=C1)C1=NN=NC(=C1C1=C(C=CC=C1)C1=CC=CC=C1)C1=C(C=CC=C1)C1=CC=CC=C1 (phenyl)[di(biphenyl-yl)triazinyl]dibenzofuran